C(C)(C)C1=CC2=CC=CC=C2C=C1 2-isopropyl-naphthalene